(P)-1-(2-methoxy-5-methyl-4-((1R,2R)-2-(trifluoromethyl)cyclopropyl)phenyl)-2-oxo-N-(pyrimidin-2-yl)-1,2-dihydroquinoline-6-sulfonamide COC1=C(C=C(C(=C1)[C@H]1[C@@H](C1)C(F)(F)F)C)N1C(C=CC2=CC(=CC=C12)S(=O)(=O)NC1=NC=CC=N1)=O